1-[4-(2,3-Dimethylphenyl)piperazin-1-yl]-2-{(3bR,4aR)-3-[4-(hydroxyacetyl)piperazin-1-carbonyl]-3b,4,4a,5-tetrahydro-1H-cyclopropa[3,4]cyclopenta[1,2-c]pyrazol-1-yl}ethan-1-on CC1=C(C=CC=C1C)N1CCN(CC1)C(CN1N=C(C2=C1C[C@@H]1[C@H]2C1)C(=O)N1CCN(CC1)C(CO)=O)=O